tert-butyl ({1-[(2-methoxyethoxy)methyl]cyclopentyl}methyl)methylcarbamate COCCOCC1(CCCC1)CN(C(OC(C)(C)C)=O)C